CC1=CC=C(C=C1)S(=O)(=O)NC1=CC=C2C=NN(C2=C1)C 4-methyl-N-(1-methyl-1H-indazol-6-yl)benzenesulfonamide